OC(C)(C)C1=CC=C(C=N1)C=1N=C2C(=NC1)NC(C(N2CCC2CCOCC2)(C)C)=O 6-(6-(2-hydroxypropan-2-yl)pyridin-3-yl)-3,3-dimethyl-4-(2-(tetrahydro-2H-pyran-4-yl)ethyl)-3,4-dihydropyrazino[2,3-b]pyrazin-2(1H)-one